C1(CCC1)CNC1CN(CCC1)C1=CC=C(C=C1)C1COC1 3-(4-(3-((cyclobutylmethyl)amino)piperidin-1-yl)phenyl)oxetan